NC=1C(=NC(=CC1C1=CC(=C(C=C1)N1C(N(C=C1)C)=O)Cl)C)C1=CC(=CC=C1)N1CCN(CC1)C(C)(C)C 1-(4-(3-Amino-2-(3-(4-(tert-butyl)piperazin-1-yl)phenyl)-6-methylpyridin-4-yl)-2-chlorophenyl)-3-methyl-1H-imidazol-2(3H)-one